2-[(2R)-3-(3,4-dihydro-1H-isoquinolin-2-yl)-2-hydroxy-propyl]-6-(4-propionylpiperazin-1-yl)-3,4-dihydroisoquinolin-1-one C1N(CCC2=CC=CC=C12)C[C@H](CN1C(C2=CC=C(C=C2CC1)N1CCN(CC1)C(CC)=O)=O)O